2-isopropyl-2,3-dimethylbutyryl chloride C(C)(C)C(C(=O)Cl)(C(C)C)C